1-allyl-3-butylimidazolium bis(trifluoromethylsulfonyl)imide [N-](S(=O)(=O)C(F)(F)F)S(=O)(=O)C(F)(F)F.C(C=C)N1C=[N+](C=C1)CCCC